C(C1=CC=CC=C1)C1=CC=2NC=3C=C(C=CC3C2C(=N1)Cl)Br 3-benzyl-7-bromo-1-chloro-5H-pyrido[4,3-b]indole